3-(4-chloro-phenyl)adamantane-1-carboxylic acid (pyridin-4-ylmethyl)amide N1=CC=C(C=C1)CNC(=O)C12CC3(CC(CC(C1)C3)C2)C2=CC=C(C=C2)Cl